N-(5-bromo-4-(2-(dimethylamino)ethoxy)pyridin-2-yl)-2'-chloro-4'-(5-methyl-1,2,4-oxadiazol-3-yl)-[1,1'-biphenyl]-4-carboxamide BrC=1C(=CC(=NC1)NC(=O)C1=CC=C(C=C1)C1=C(C=C(C=C1)C1=NOC(=N1)C)Cl)OCCN(C)C